C(CCCCCCC\C=C/CCCCCCCC)(=O)OC[C@@H](OC(CCCCCCC\C=C/CCCCCCCC)=O)COP(=O)([O-])P(=O)=C(O)C[N+](C)(C)C 1,2-dioleoyl-sn-glycero-3-phospho-phosphorylcholine